Methyl 5-(4,4-difluorocyclohexyl)-4-methoxypicolinate FC1(CCC(CC1)C=1C(=CC(=NC1)C(=O)OC)OC)F